3,5-dicarboxyphthalate C(=O)(O)C1=C(C(C(=O)[O-])=CC(=C1)C(=O)O)C(=O)[O-]